N-(5-azidoacetamidopentyl)acrylamide tert-butyl-4-(4-((5-chloro-4-(methylamino)pyrimidin-2-yl)amino)-3-methoxybenzoyl)piperazine-1-carboxylate C(C)(C)(C)OC(=O)N1CCN(CC1)C(C1=CC(=C(C=C1)NC1=NC=C(C(=N1)NC)Cl)OC)=O.N(=[N+]=[N-])CC(=O)NCCCCCNC(C=C)=O